FC1=C(COC2=CN3C(=C(C=C3C=C2)C)C(=O)[O-])C=CC=C1.[K+] potassium 6-((2-fluorobenzyl)oxy)-2-methylindolizine-3-carboxylate